N-((1,2,3,5,6,7-hexahydro-s-indacen-4-yl)carbamoyl)-4,5,6,7-tetrahydropyrazolo[1,5-a]pyrazine-2-sulfonamide TFA salt OC(=O)C(F)(F)F.C1CCC2=C(C=3CCCC3C=C12)NC(=O)NS(=O)(=O)C1=NN2C(CNCC2)=C1